ClC1=CC=C(C=C1)C1=CC=2C3=C(C=NC2C=C1)N(C(N3C3CCN(CC3)C(CC)=O)=N)C 1-(4-(8-(4-Chlorophenyl)-2-imino-3-methyl-2,3-dihydro-1H-imidazo[4,5-c]quinolin-1-yl)piperidin-1-yl)propan-1-one